CN1N=CC=2C1=NC(=NC2SCC(=O)C2=CC=C(S2)CNC(C(C)(C)C)=O)C(F)(F)F N-((5-(2-((1-methyl-6-(trifluoromethyl)-1H-pyrazolo[3,4-d]pyrimidin-4-yl)thio)acetyl)thiophen-2-yl)methyl)pivalamide